trans-3-((Cyclobutylmethyl)amino)-5-(4-hydroxycyclohexyl)-8-(4-methylpiperazin-1-yl)pyrimido[4,5-c]isoquinolin-6(5H)-one C1(CCC1)CNC=1N=CC2=C(N(C(C=3C=C(C=CC23)N2CCN(CC2)C)=O)[C@@H]2CC[C@H](CC2)O)N1